2-(2-(2-(3-(1-(2,6-dioxopiperidin-3-yl)-3-methyl-2-oxo-2,3-dihydro-1H-benzo[d]imidazol-5-yl)propoxy)ethoxy)ethoxy)acetic acid O=C1NC(CCC1N1C(N(C2=C1C=CC(=C2)CCCOCCOCCOCC(=O)O)C)=O)=O